(7-azabenzotriazol-1-yl)-N,N,N',N'-Tetramethyluronium hexafluorophosphate F[P-](F)(F)(F)(F)F.N1(N=NC2=C1N=CC=C2)OC(=[N+](C)C)N(C)C